(S)-4,6-dichloro-2-(1-cyclopropylethyl)-1,2-dihydro-3H-pyrrolo[3,4-c]Pyridin-3-one ClC1=NC(=CC2=C1C(N(C2)[C@@H](C)C2CC2)=O)Cl